(R)-1-(3-chloro-4-(cyclopropylmethoxy)phenethyl)pyrrolidin-3-amine formate salt C(=O)O.ClC=1C=C(CCN2C[C@@H](CC2)N)C=CC1OCC1CC1